C[C@@]12OC3=CC(=CC(=C3[C@@H](C(CC1)C(=C)C)C2)O)CCC (1R,9R)-9-Methyl-12-prop-1-en-2-yl-5-propyl-8-oxatricyclo[7.3.1.02,7]trideca-2,4,6-trien-3-ol